C(CCCCC(C)C)P(O)(=O)CCCCCC(C)C.FC(C1=NC(N=C1)=O)(F)F 4-(trifluoromethyl)imidazol-2-one diisooctylphosphinate